C(C1CCCC=C1)C=C(C(=O)OCCOCCOCCO)C triethylene glycol tetrahydrobenzyl-methacrylate